5-(phenylmethyloxy)-2-chloro-3-fluoropyridine C1(=CC=CC=C1)COC=1C=C(C(=NC1)Cl)F